FC=1C=CC(=NC1)N1CCN(CC1)CC1=CC=C(CNC2=C3C(N(C(=NC3=CC=C2)C)C2C(NC(CC2)=O)=O)=O)C=C1 3-(5-((4-((4-(5-fluoropyridin-2-yl)piperazin-1-yl)methyl)benzyl)amino)-2-methyl-4-oxoquinazolin-3(4H)-yl)piperidine-2,6-dione